ClC=1C=NC(=NC1)[C@@H]([C@H](C)S(=O)(=O)N)OC(C)C (1S,2S)-1-(5-chloropyrimidin-2-yl)-1-isopropoxypropane-2-sulfonamide